(bromomethyl)-4-[(methoxymethyl)thio]benzene sulfur [S].BrCC1=CC=C(C=C1)SCOC